C(CCC)NC=1N=CC2=C(N(C(C=3C=C(C=CC23)N2C[C@H](N(CC2)C)C)=O)[C@@H]2CC[C@H](CC2)O)N1 trans-3-(Butylamino)-8-((R)-3,4-dimethylpiperazin-1-yl)-5-(4-hydroxycyclohexyl)pyrimido[4,5-c]isoquinolin-6(5H)-one